C(#N)C1=CC(=C(COC2=CC=CC(=N2)N2CCN(CC2)C(C)C2=NC=3C(=NC(=CC3)C(=O)OC)N2C[C@H]2OCC2)C=C1)F methyl 2-(1-(4-(6-((4-cyano-2-fluorobenzyl) oxy) pyridin-2-yl) piperazin-1-yl) ethyl)-3-(((S)-oxetan-2-yl) methyl)-3H-imidazo[4,5-b]pyridine-5-carboxylate